C(#N)C[N+](C)(C)C 1-cyano-N,N,N-trimethylmethanaminium